COC(=O)C1(CCC2CC(CC12)O[Si](C1=CC=CC=C1)(C1=CC=CC=C1)C(C)(C)C)C 5-((tert-Butyldiphenylsilyl)oxy)-1-methyl-octahydropentalene-1-carboxylic acid methyl ester